(3S)-3'-[(3-chloro-2-methoxyphenyl)amino]-2'-(3-fluoropyridin-4-yl)-4'-oxo-5',6'-dihydro-1'H-spiro[pyrrolidine-3,7'-pyrrolo[3,2-c]pyridine]-1-carboxylic acid methyl ester COC(=O)N1C[C@]2(C3=C(C(NC2)=O)C(=C(N3)C3=C(C=NC=C3)F)NC3=C(C(=CC=C3)Cl)OC)CC1